ClC1=NC=CC(=N1)N1CC2(C3=NC(=CC=C31)C)CCC2 1'-(2-chloropyrimidin-4-yl)-5'-methyl-1',2'-dihydrospiro[cyclobutane-1,3'-pyrrolo[3,2-b]pyridine]